C1(=CC=CC=C1)C1=C2C=CC=CC2=C(C2=CC=CC=C12)C=1C=CC=2NC3=CC=CC=C3C2C1 3-(10-phenylanthracen-9-yl)-9H-carbazole